N-(1-(2-ethoxyethyl)-3-(pyridin-2-yl)-1H-pyrazol-4-yl)-2-(1H-pyrazol-4-yl)oxazole-4-carboxamide C(C)OCCN1N=C(C(=C1)NC(=O)C=1N=C(OC1)C=1C=NNC1)C1=NC=CC=C1